CSC1=CC=C(CNC(=O)C2CN(CCC2)C=2C=3C(N=CN2)=NN(C3)C3=CC=C(C=C3)C(F)(F)F)C=C1 N-(4-(methylthio)benzyl)-1-(2-(4-(trifluoromethyl)phenyl)-2H-pyrazolo[3,4-d]pyrimidin-4-yl)piperidine-3-carboxamide